NC1=C(C=2C(=NC=C(C2S1)F)C=1C2=C(C=3C=NC(=NC3C1F)N1C[C@H]([C@H](C1)C)N(C)C)COC2)C#N 2-Amino-4-(3-((3S,4S)-3-(dimethylamino)-4-methylpyrrolidin-1-yl)-5-fluoro-7,9-dihydrofuro[3,4-f]quinazolin-6-yl)-7-fluorothieno[3,2-c]pyridine-3-carbonitrile